ClC=1N=C(C2=C(N1)N(C=C2Cl)COCC[Si](C)(C)C)NCCCOC2=C(C(=NN2C2OCCCC2)C)[N+](=O)[O-] 2,5-dichloro-N-(3-((3-methyl-4-nitro-1-(tetrahydro-2H-pyran-2-yl)-1H-pyrazol-5-yl)oxy)propyl)-7-((2-(Trimethylsilyl)ethoxy)methyl)-7H-pyrrolo[2,3-d]pyrimidin-4-amine